C(CCCCCCCCCCCCCCCCCCCCCC)(=O)OC[C@@H](OC(CCCCCCCCCCCCCCCCCCCCCC)=O)CO 1,2-ditricosanoyl-sn-glycerol